N1[C@H](CCC1=O)C(=O)O (D)-pyroglutamic acid